COC(C1=CC(=C(C=C1)NC(CC1CC=C(CC1)C1=NC(=CC=C1)OCC1=CC=C(C=2C=C(OC21)F)Cl)=O)NCC2=CN=CN2CC)=O 4-(2-(4-(6-((4-chloro-2-fluorobenzofuran-7-yl)methoxy)pyridin-2-yl)cyclohex-3-en-1-yl)acetamido)-3-(((1-ethyl-1H-imidazol-5-yl)methyl)amino)benzoic acid methyl ester